FC1=C(C=CC=C1C[C@@H]1N(CC2(CC2)[C@@H]1NS(=O)(=O)C)C(=O)N1[C@@H](CC1)COC)C1=CC=CC=C1 N-((6S,7S)-6-((2-fluoro-[1,1'-biphenyl]-3-yl)methyl)-5-((S)-2-(methoxymethyl)azetidine-1-carbonyl)-5-azaspiro[2.4]heptan-7-yl)methanesulfonamide